NC=1C(=NC=C(C1Br)S(=O)(=O)C1=CC=C(C=C1)OC(F)(F)F)C1=NN=C(O1)CO (5-{3-amino-4-bromo-5-[4-(trifluoromethoxy)benzene-1-sulfonyl]pyridin-2-yl}-1,3,4-oxadiazol-2-yl)methanol